ClC=1N=C(C2=C(N1)C=CS2)N2[C@@H](COCC2)C (R)-4-(2-Chloro-thieno[3,2-d]pyrimidin-4-yl)-3-methylmorpholine